ClC=1C=C(C=CC1F)C=1N=C(SC1C#N)NS(=O)(=O)C1=NC=C(C=C1C)N=CC1=C(C(=CC=C1)OC)O N-(4-(3-chloro-4-fluorophenyl)-5-cyanothiazol-2-yl)-5-((2-hydroxy-3-methoxybenzylidene)amino)-3-methylpyridine-2-sulfonamide